CCC(CC(CC)=O)=O heptane-3,5-dione